2''-(2-phenylethyl)-1'',2''-dihydrodispiro[1,3-dioxolane-2,1'-cyclohexane-4',3''-indole] C1(=CC=CC=C1)CCC1NC2=CC=CC=C2C12CCC1(CC2)OCCO1